4-(4-methyl-6-((5-methyl-1H-pyrazol-3-yl)amino)pyrimidin-2-yl)cyclohexane-1-carboxylic acid CC1=NC(=NC(=C1)NC1=NNC(=C1)C)C1CCC(CC1)C(=O)O